CCCCCCCCCCCCCCCC(=O)OC[C@H](COP(=O)([O-])OCC[N+](C)(C)C)OC(=O)CCC/C=C/C/C=C/C/C=C/C/C=C/CCCCC The molecule is a phosphatidylcholine 36:4 in which the 1- and 2-acyl groups are specified as hexadecanoyl (palmitoyl) and 5E,8E,11E,14E-eicosatetraenoyl respectively. It has a role as a mouse metabolite.